C(=O)C=1N(C=CC1)C(C(=O)O)C1=CC=CC=C1 (2-FORMYL-1H-PYRROL-1-YL)(PHENYL)ACETIC ACID